5-chloro-N,6-dimethoxy-N-methyl-1H-indole-2-carboxamide ClC=1C=C2C=C(NC2=CC1OC)C(=O)N(C)OC